COC1=C(C=C(C=C1)C=CC(=O)C1=C(C(=O)O)C=CC=C1)C=1SC=CC1 2-[3-(4-Methoxy-3-thiophen-2-ylphenyl)prop-2-enoyl]benzoic acid